C[Si](CCOCN1C(=NC=C1)C(C)=O)(C)C 1-(1-((2-(trimethylsilyl)ethoxy)methyl)-1H-imidazol-2-yl)ethan-1-one